CC1=CC=C(S1)S(=O)(=O)NC1=C(C=CC=C1)N1CCCCC1 5-Methyl-N-[2-(1-piperidinyl)phenyl]-2-thiophenesulfonamide